1-[5-tert-butyl-2-(2-methylpyridin-5-yl)-2H-pyrazol-3-yl]-3-[4-(2-(4-methylaminobenzimidazol-1-yl)ethoxy)naphthalen-1-yl]-urea C(C)(C)(C)C=1C=C(N(N1)C=1C=CC(=NC1)C)NC(=O)NC1=CC=C(C2=CC=CC=C12)OCCN1C=NC2=C1C=CC=C2NC